ONC(=O)[C@H]1OC2=C(C=CC=C2CC1)NC(OCC1=CC(=CC=C1)OC)=O 3-methoxybenzyl (S)-(2-(hydroxycarbamoyl)chroman-8-yl)carbamate